OCCN(CCCCCCCCCCCCCCCC)CCO bis(2-hydroxyethyl)palmitylamine